(R)-1-(2-(hydroxymethyl)pyrrolidin-1-yl)ethanone OC[C@@H]1N(CCC1)C(C)=O